(N-[4-Amino-5-(6-methylpyridin-3-carbonyl)thiazol-2-yl]-4-fluoroanilino)propanamid NC=1N=C(SC1C(=O)C=1C=NC(=CC1)C)N(C1=CC=C(C=C1)F)C(C(=O)N)C